COC1=CC=C(C=C1)C=CC=O (s)-3-(4-methoxyphenyl)acrolein